C1(CC1)C([C@@H](C(=O)NC1=NC=C(C=C1)C=1C(=NNC1C)C)NC(=O)C=1N(N=CC1)C(C)C)C1CC1 N-[(1S)-1-(dicyclopropylmethyl)-2-[[5-(3,5-dimethyl-1H-pyrazol-4-yl)-2-pyridyl]amino]-2-oxo-ethyl]-2-isopropyl-pyrazole-3-carboxamide